(2R,3S,7Z)-7-(cyclopropyl-methylidene)-3-{[4-fluoro-3-(trifluoromethyl)phenyl]carbamoyl}bicyclo[2.2.1]heptan C1(CC1)\C=C/1\C2C[C@@H](C1CC2)C(NC2=CC(=C(C=C2)F)C(F)(F)F)=O